FC1=C(C=C2C=NN(C2=C1)C1OCCCC1)N 6-fluoro-1-tetrahydropyran-2-yl-indazol-5-amine